C(C)(C)(C)OC(=O)N1CC2COC3=C(CN2CC1)C=NC=C3 6a,7,9,10-tetrahydro-12H-pyrazino[2,1-c]Pyrido[3,4-f][1,4]Oxazepin-8(6H)-carboxylic acid tert-butyl ester